FCC(=O)N[C@@]([C@@H]([C@H](C=O)O)O)(O)[C@H](O)CO 4-fluoroacetylaminoglucose